(2-((7-bromo-4-(ethylamino)quinolin-3-yl)amino)-2-oxoethyl)(ethyl)carbamic acid tert-butyl ester C(C)(C)(C)OC(N(CC)CC(=O)NC=1C=NC2=CC(=CC=C2C1NCC)Br)=O